CC(=O)N[C@@H]1[C@H]([C@H]([C@H](O[C@H]1OC[C@@H]2[C@@H]([C@@H]([C@H]([C@@H](O2)OC[C@@H]3[C@@H]([C@@H]([C@H]([C@@H](O3)O)NC(=O)C)O[C@H]4[C@@H]([C@H]([C@@H]([C@H](O4)C(=O)O)O)O)O)O)NC(=O)C)O[C@H]5[C@@H]([C@H]([C@@H]([C@H](O5)C(=O)O)O)O)O)O)CO)O)O The molecule is a galactosamine oligosaccharide consisting of three (1->6)-linked N-acetyl-beta-D-galactosamine units with two beta-D-glucuronosyl residues attached at the 3- and 3'-positions. It is an amino pentasaccharide and a galactosamine oligosaccharide.